6'-chloro-1'-{[2-(trimethylsilyl)ethoxy]methyl}-2,3,5,6-tetrahydrospiro[pyran-4,3'-pyrrolo[3,2-c]pyridin]-2'(1'H)-one ClC1=CC2=C(C=N1)C1(C(N2COCC[Si](C)(C)C)=O)CCOCC1